C(C)OC(=O)C=1C(=NC(=NC1)NC1CCCC1)OC1=CC=CC=C1 2-(cyclopentylamino)-4-phenoxy-pyrimidine-5-carboxylic acid ethyl ester